C1OCC12CCN(CC2)CCNC2=C(C=C(C=C2)S(=O)(=O)N)[N+](=O)[O-] 4-((2-(2-oxa-7-azaspiro[3.5]nonan-7-yl)ethyl)amino)-3-nitrobenzenesulfonamide